4-chloro-1-((2-(trimethylsilyl)ethoxy)methyl)-1H-imidazole-5-carboxylic acid ClC=1N=CN(C1C(=O)O)COCC[Si](C)(C)C